NC=1N=C(C2=C(N1)C=C(C=N2)C2=CC(NC=C2C(=O)N2CCCCC2)=O)N[C@@](CO)(CCCC)C (R)-4-(2-Amino-4-((1-hydroxy-2-methylhexan-2-yl)amino)pyrido[3,2-d]pyrimidin-7-yl)-5-(piperidine-1-carbonyl)pyridin-2(1H)-one